1-(3,7,11-trimethyldodeca-2,6,10-trien-1-yl)azepan-2-one CC(=CCN1C(CCCCC1)=O)CCC=C(CCC=C(C)C)C